N-(4-methoxycarbonylphenyl)hydroxylamine COC(=O)C1=CC=C(C=C1)NO